ClC=1C=C(NC2(CCC3(C(CC4=CC=CC=C34)CCCOC3=NC=NC=C3C(C)C)CC2)C(=O)O)C=CC1 (1r,4r)-4-(3-chloroanilino)-2'-(3-{[5-(propan-2-yl)pyrimidin-4-yl]oxy}propyl)-2',3'-dihydrospiro[cyclohexane-1,1'-indene]-4-carboxylic acid